C(O)(O)=O.C(=N)N formamidine bicarbonate